2-(4-(4-chlorophenyl)thiazol-2-yl)acetonitrile ClC1=CC=C(C=C1)C=1N=C(SC1)CC#N